BrC=1N=C(N(C1)C([2H])([2H])[2H])C=O 4-bromo-1-(methyl-d3)-1H-imidazole-2-carboxaldehyde